NC1=C(C=NN1C1=CC=CC=C1)C(=O)O 5-amino-1-phenyl-1H-pyrazole-4-carboxylic acid